N1=CC=C(C=C1)C1=NNC=C1 3-(pyridin-4-yl)pyrazol